4-(4-(1-(3-ethoxy-3-oxopropyl)ureido)phenyl)piperidine-1-carboxylic acid tert-butyl ester C(C)(C)(C)OC(=O)N1CCC(CC1)C1=CC=C(C=C1)N(C(=O)N)CCC(=O)OCC